trans-1,3-cyclohexadiene carbonate C1CC2=C(C=C1)OC(=O)O2